C(C)N(C1CCC(CC1)C1=CC=C(C=C1)C1=NNC(=C1C(C)C)C=1C=C(C=2N(C1)N=CN2)C)C N-ethyl-4-(4-(4-isopropyl-5-(8-methyl-[1,2,4]triazolo[1,5-a]pyridin-6-yl)-1H-pyrazol-3-yl)phenyl)-N-methylcyclohexan-1-amine